OC(CN1C(=NC=C1[N+](=O)[O-])C)CO 1-(2,3-dihydroxypropyl)-2-methyl-5-nitroimidazole